ClC1=CC=C(C(=N1)C(=O)O)N[C@H](C)C=1C=C(C=C2C(N(C(=NC12)N1CCN(CC1)C(=O)OC)C)=O)C (R)-6-Chloro-3-((1-(2-(4-(methoxycarbonyl)piperazin-1-yl)-3,6-dimethyl-4-oxo-3,4-dihydroquinazolin-8-yl)ethyl)amino)picolinic acid